O[C@H]1[C@@H]([C@H]([C@H](C1)O)C\C=C/CCCC(=O)OC(C)C)CC[C@H](CCC1=CC=CC=C1)OC(C(CC#C)CC#C)=O (Z)-Isopropyl 7-((1R,2R,3R,5S)-3,5-dihydroxy-2-((R)-5-phenyl-3-((2-(prop-2-yn-1-yl)pent-4-ynoyl)oxy)pentyl)cyclopentyl)hept-5-enoate